ClC1=CC=C(C=C1)C(C(=O)OCC(CCCC)CC)C1=C(C=CC=C1)N(C(=O)OCCCC)C(C)C 2-ethylhexyl 2-(4-chlorophenyl)-2-(2-(isopropyl(butoxycarbonyl)amino)phenyl)acetate